COC1=CC=C(C=C1)CCS(=O)(=O)C1=CC=C(C#N)C=C1 4-(((4-methoxyphenyl)ethyl)sulfonyl)benzonitrile